CC1=C(N=CS1)C1=C(C(C2=CC(=CC=C12)OCCCCC1=CC=CC=C1)=O)C=1SC=CC1 3-(5-Methylthiazol-4-yl)-6-(4-phenylbutoxy)-2-(thiophen-2-yl)-1H-inden-1-one